ClC1=CC(=NC=C1OC)NC1=CC(=NC(=N1)C=1C=NC=CC1)N1CC2(CC1)CC(CCC2)C(=O)NC 2-(6-((4-chloro-5-methoxypyridin-2-yl)amino)-2-(pyridin-3-yl)pyrimidin-4-yl)-N-methyl-2-azaspiro[4.5]decane-7-carboxamide